butyl benzoate (Butyl benzoate) C(CCC)C1=C(C(=O)O)C=CC=C1.C(C1=CC=CC=C1)(=O)OCCCC